C(=C\C)/SC[C@H](N)C(=O)O trans-S-1-propenyl-cysteine